FC(C(O)C1=CC(=C(C=C1)OCC1CCN(CC1)S(=O)(=O)C)S(=O)(=O)C)(F)F 2,2,2-Trifluoro-1-(3-(methylsulfonyl)-4-((1-(methylsulfonyl)piperidin-4-yl)-methoxy)phenyl)ethan-1-ol